C(#N)C=1C(=NN2C1NC1=C(CC2)C=C(C=C1)N1CCN(CC1)C(=O)OC(C)(C)C)C1=CC(=C(C=C1)CNC(C1=C(N=CC=C1)OC)=O)C tert-butyl 4-(3-cyano-2-(4-((2-methoxynicotinamido)methyl)-3-methylphenyl)-9,10-dihydro-4H-benzo[d]pyrazolo[1,5-a][1,3]diazepin-7-yl)piperazine-1-carboxylate